1-((1-(2-(2,6-dioxopiperidin-3-yl)-1,3-dioxoisoindolin-5-yl)piperidin-4-yl)methyl)piperidine-4-carbaldehyde O=C1NC(CCC1N1C(C2=CC=C(C=C2C1=O)N1CCC(CC1)CN1CCC(CC1)C=O)=O)=O